3-tert-butyl-1-(1-{[2-cyano-3-(trifluoromethyl)phenyl]methyl}-2-oxo-3,4-dihydroquinolin-6-yl)urea C(C)(C)(C)NC(NC=1C=C2CCC(N(C2=CC1)CC1=C(C(=CC=C1)C(F)(F)F)C#N)=O)=O